4-(4-bromophenyl)-2-(((tert-butyldimethylsilyl)oxy)methyl)morpholine BrC1=CC=C(C=C1)N1CC(OCC1)CO[Si](C)(C)C(C)(C)C